2-(difluoromethyl)-5-((4-methylthiazol-5-yl)methoxy)benzofuran-3-carboxylic acid FC(C=1OC2=C(C1C(=O)O)C=C(C=C2)OCC2=C(N=CS2)C)F